2,6-difluorobenzyl ether FC1=C(COCC2=C(C=CC=C2F)F)C(=CC=C1)F